COCC=1C(=NNC1)[C@@H]1[C@@H](N(CCC1)C(=O)OC)CO[C@@H]1CC[C@@H](CC1)C1=CC=CC=C1 methyl (CIS)-3-(4-(methoxymethyl)-1H-pyrazol-3-yl)-2-((((CIS)-4-phenylcyclohexyl)oxy)methyl)piperidine-1-carboxylate